BrC=1C=C2C(=NC(=NC2=C2C1NN=C2)C)OCC2=CC=C(C=C2)OC 6-bromo-4-[(4-methoxyphenyl)methoxy]-2-methyl-7H-pyrazolo[3,4-h]quinazoline